FC=1C=2N(C=C(C1)C1=CNC=3N=C(N=CC31)NCC(C)(C)F)C(=CN2)CO (8-fluoro-6-(2-((2-fluoro-2-methylpropyl)amino)-7H-pyrrolo[2,3-d]pyrimidin-5-yl)imidazo[1,2-a]pyridin-3-yl)methanol